C(C=C)(=O)OC(CSC1=CC=CC2=C1SC1=C2C=CC=C1)CSC1=CC=CC2=C1SC1=C2C=CC=C1 1,3-bis(4-dibenzothiophenylthio)-2-propyl acrylate